COC1=CC=2C3=C(C(=NC2C=C1OCCCN1CCCC1)C=1OC(=CC1)C)CCC3 8-methoxy-4-(5-methylfuran-2-yl)-7-(3-(pyrrolidin-1-yl)propoxy)-2,3-dihydro-1H-cyclopenta[c]quinoline